sulfotin S(=O)(=O)(O)[Sn]